BrC1=CC=CC=2C=3N(C(=NC12)N[C@H](C(C)C)C(=O)N)N=C(N3)C=3C=NN(C3)C N2-[7-bromo-2-(1-methyl-1H-pyrazol-4-yl)[1,2,4]triazolo[1,5-c]quinazolin-5-yl]-D-valinamide